3-(CYCLOPENTYL)THIOPHENE-2-BORONIC ACID C1(CCCC1)C1=C(SC=C1)B(O)O